CC1=C(C2=C(C(=C1O)C)SC(=N2)NC)CC3=CN=CC=C3 The molecule is a member of the class of benzothiazoles that is 1,3-benzothiazole substituted by a methylnitrilo group, (pyridin-3-yl)methyl group, methyl group, hydroxy group and methyl group at position 2,4,5,6 and 7, respectively. It is a dual inhibitor of 5-lipoxygenase and thromboxane A2 synthetase and exhibits anti-inflammatory properties. The drug was being developed by Eisai (Tokyo, Japan) for the treatment of bowel disease. It has a role as an anti-inflammatory drug, a uricosuric drug and an EC 1.13.11.34 (arachidonate 5-lipoxygenase) inhibitor. It is a member of benzothiazoles, a member of pyridines, a secondary amino compound and an organic hydroxy compound.